C1(CC1)C1=NC=NC(=C1C1=NC(=C2NC=NC2=N1)N1C(CCC1)C1=CC=C(C=C1)C=1N(C=C(N1)C(F)(F)F)C(C)C)OC 2-(4-cyclopropyl-6-methoxypyrimidin-5-yl)-6-(2-(4-(1-isopropyl-4-(trifluoromethyl)-1H-imidazol-2-yl)phenyl)pyrrolidin-1-yl)-7H-purine